(1r,4R)-4-(3-chloroanilino)-6'-(1-hydroxyethyl)-2'-[(2R)-2-methyl-3-{[(5R)-5-methyl-5,6,7,8-tetrahydroquinolin-4-yl]oxy}propyl]spiro[cyclohexane-1,1'-indene]-4-carboxylic acid ClC=1C=C(NC2(CCC3(C(=CC4=CC=C(C=C34)[C@@H](C)O)C[C@H](COC3=CC=NC=4CCC[C@H](C34)C)C)CC2)C(=O)O)C=CC1